C[C@H]1N(CCOC1)C=1C=C(C=2N(N1)C=NC2)C2(CC2)S(=O)(=O)C (R)-3-methyl-4-(4-(1-(methylsulfonyl)cyclopropyl)imidazo[1,5-b]pyridazin-2-yl)morpholine